2-norbornene-2,3-dicarboxylic acid C12C(=C(C(CC1)C2)C(=O)O)C(=O)O